NC=1C=C(C=CC1N)C1=CC=CC(=C1F)F 3',4'-diamino-5,6-difluoro-[1,1'-biphenyl]